2'-[1,4,7-triazacyclononane-1,4-diylbis(methylene)]bis[6-(aminomethyl)-4-methylphenol] N1(CCN(CCNCC1)CC1=C(C(=CC(=C1)C)CN)O)CC1=C(C(=CC(=C1)C)CN)O